CC(C)=CCC[C@@H](C)CC=O |r| (+-)-citronellal